1-nitro-4-phenylethynyl-benzene [N+](=O)([O-])C1=CC=C(C=C1)C#CC1=CC=CC=C1